di(2-oxo-3-oxazolidinyl)hypophosphorous acid chloride O=C1OCCN1P(=O)(N1C(OCC1)=O)Cl